(2R,3R)-5,7-bis(benzyloxy)-2-(3,4,5-tris(benzyloxy)phenyl)chroman-3-yl 2-ethoxy-7-(isobutyryloxy)benzo[d][1,3]dioxole-5-carboxylate C(C)OC1OC2=C(O1)C(=CC(=C2)C(=O)O[C@H]2[C@H](OC1=CC(=CC(=C1C2)OCC2=CC=CC=C2)OCC2=CC=CC=C2)C2=CC(=C(C(=C2)OCC2=CC=CC=C2)OCC2=CC=CC=C2)OCC2=CC=CC=C2)OC(C(C)C)=O